[S].[Ag] silver sulfur